6-(3-methyl-1H-pyrazol-5-yl)-N-(1-methyl-3-(pyridin-2-yl)-1H-pyrazol-4-yl)picolinamide CC1=NNC(=C1)C1=CC=CC(=N1)C(=O)NC=1C(=NN(C1)C)C1=NC=CC=C1